C(CCC)[C@@]1(CS(C2=C(N(C1)C1=CC=C(C=C1)OC)C=C(C(=C2)O)SC)(=O)=O)CC (S)-3-butyl-3-ethyl-8-hydroxy-5-(4-methoxyphenyl)-7-(methylsulfanyl)-2,3,4,5-tetrahydro-1,5-benzothiazepine 1,1-dioxide